OC=1C(C2=C(C=CC(=C2C(C1)=O)O)O)=O 2,5,8-trihydroxy-1,4-naphthoquinone